ClC=1C=CC(=C(CC2=CC=C(N=N2)NC(=O)C2=NN(C(CC2)=O)C)C1)F N-(6-(5-chloro-2-fluorobenzyl)pyridazin-3-yl)-1-methyl-6-oxo-1,4,5,6-tetrahydropyridazine-3-carboxamide